(1S,2S,5R)-1-(3-boronopropyl)-3,6-diazabicyclo[3.2.0]heptane-2-carboxylic acid B(O)(O)CCC[C@]12[C@H](NC[C@@H]2NC1)C(=O)O